C(C)S(=O)(=O)O 2E-ethylsulfonic acid